1-(4-chloro-2-nitrophenyl)-1H-tetrazole ClC1=CC(=C(C=C1)N1N=NN=C1)[N+](=O)[O-]